O1C(COC2=NC=CC=C21)COC2=NC(N1C(C3=CC=C(C=C3CC1)C=1C=NC(=NC1)OC)=C2)=O 2-(2,3-Dihydro-[1,4]dioxino[2,3-b]pyridin-2-ylmethoxy)-9-(2-methoxy-pyrimidin-5-yl)-6,7-dihydro-pyrimido[6,1-a]isoquinolin-4-one